6-amino-2-(3,5-dichloro-4-((4-oxo-3,4,4b,5,5a,6-hexahydrocyclopropa[3,4]cyclopenta[1,2-d]pyridazin-1-yl)oxy)phenyl)-1,2,4-triazine-3,5(2H,4H)-dione NC=1C(NC(N(N1)C1=CC(=C(C(=C1)Cl)OC1=NNC(C2=C1CC1C2C1)=O)Cl)=O)=O